tert-butyl (5-methoxy-6-(oxetan-2-yl)pyridazin-3-yl)carbamate COC=1C=C(N=NC1C1OCC1)NC(OC(C)(C)C)=O